CC1(COC1)C(=O)N1CCC(=CC1)B1OC(C(O1)(C)C)(C)C (3-methyloxetan-3-yl)(4-(4,4,5,5-tetramethyl-1,3,2-dioxaborolan-2-yl)-3,6-dihydropyridin-1(2H)-yl)methanone